C1(CC1)COC(COC1=C(C=CC=C1)OC1=C(C=C(C(=C1)N1C(N(C(=CC1=O)C(F)(F)F)C)=O)F)Cl)=O Cyclopropylmethyl-(2-{2-chloro-4-fluoro-5-[3-methyl-2,6-dioxo-4-(trifluoromethyl)-3,6-dihydropyrimidin-1(2H)-yl]phenoxy}phenoxy)acetate